C12(CC3CC(CC(C1)C3)C2)NS(=O)(=O)C2=CC=C(CCNC(C3=CC=C(C=C3)Cl)=O)C=C2 N-(4-(N-((3R,5R)-adamantan-1-yl)aminosulfonyl)phenethyl)-4-chlorobenzamide